Cl.NNC(=O)N semicarbazide hydrochloride salt